ClC1=C(NC=2NN(C3=CC(C=CC23)=NCCNC(C)=O)C)C=CC=C1C1=CC2=C(OCCO2)C=C1 2-((3-(2-chloro-3-(1,4-benzodioxan-6-yl)anilino)-1-methylindazol-6-ylidene)amino)-1-acetylaminoethane